ethyl-phosphonic acid C(C)P(O)(O)=O